6-Chloro-5-ethyl-N-[(3R)-1-ethyl-3-piperidyl]pyridazin-3-amine ClC1=C(C=C(N=N1)N[C@H]1CN(CCC1)CC)CC